[4-(2-hydroxytetradecyloxy)phenyl]phenyliodonium hexafluoroantimonat F[Sb-](F)(F)(F)(F)F.OC(COC1=CC=C(C=C1)[I+]C1=CC=CC=C1)CCCCCCCCCCCC